C(CCCCCCCCCCCCC)OP(=O)([O-])O.[Na+].C12CN(CC2C1)C(=O)C1=CC=C(C=C1)C1=C(N(C=2N=CN=C(C21)N)C)C2=CC=C(C=C2)NC(C(=C)C)=O N-(4-(5-(4-(3-azabicyclo[3.1.0]hexane-3-carbonyl)phenyl)-4-amino-7-methyl-7H-pyrrolo[2,3-d]pyrimidin-6-yl)phenyl)methacrylamide monosodium mono-tetradecyl-phosphate